N-(β-aminoethyl)-γ-aminopropyl-methyldiethoxysilane NCCNCCC[Si](OCC)(OCC)C